(6-(trifluoromethyl)pyridin-2-yl)methylamine hydrochloride Cl.FC(C1=CC=CC(=N1)CN)(F)F